ClC=1C=C(C=C(C1CC1=C(C(=C(C=C1)O)C(C)C)F)Cl)CCC(=O)NOC 3-(3,5-dichloro-4-(2-fluoro-4-hydroxy-3-isopropylbenzyl)phenyl)-N-methoxypropionamide